2-(1-dibenzofuranyl)-4-(7-fluoro-1-dibenzofuranyl)-6-phenyl-1,3,5-triazine C1(=CC=CC=2OC3=C(C21)C=CC=C3)C3=NC(=NC(=N3)C3=CC=CC=2OC1=C(C23)C=CC(=C1)F)C1=CC=CC=C1